SC=1OC=2C(N1)=C(C=CC2)C(=O)O 2-mercaptobenzo[d]oxazole-4-carboxylic acid